(R)-2-acetamido-N-cyclohexyl-3-(methylsulfanyl)acrylamide C(C)(=O)NC(C(=O)NC1CCCCC1)=CSC